1,3-dimethyl-5-(oct-1-ynyl)benzene (E)-ethyl-3-(1-(5-((tert-butoxycarbonyl)amino)pentyl)-4-nitro-1H-pyrazol-5-yl)-2-(cyanomethyl)acrylate C(C)OC(\C(=C\C1=C(C=NN1CCCCCNC(=O)OC(C)(C)C)[N+](=O)[O-])\CC#N)=O.CC1=CC(=CC(=C1)C#CCCCCCC)C